methylenebis(2-methylcyclohexane-1-carboxylic acid) C(C1(C(CCCC1)C)C(=O)O)C1(C(CCCC1)C)C(=O)O